2-{4-[(1-Methyl-1H-pyrrole-2-carbonyl)-amino]-phenyl}-1H-benzoimidazole-5-carboxylic acid CN1C(=CC=C1)C(=O)NC1=CC=C(C=C1)C1=NC2=C(N1)C=CC(=C2)C(=O)O